tert-butyl 3-(2-(((2-bromopyridin-4-yl)amino)methyl)-6-cyclopropylimidazo[1,2-a]pyridin-8-yl)-3-fluoroazetidine-1-carboxylate BrC1=NC=CC(=C1)NCC=1N=C2N(C=C(C=C2C2(CN(C2)C(=O)OC(C)(C)C)F)C2CC2)C1